1-(4-chloro-2-fluoro-5-(7-(methylamino)-2-oxo-1-(2,2,2-trifluoroethyl)-1,2-dihydro-1,6-naphthyridin-3-yl)phenyl)-3-phenylurea ClC1=CC(=C(C=C1C=1C(N(C2=CC(=NC=C2C1)NC)CC(F)(F)F)=O)NC(=O)NC1=CC=CC=C1)F